4-[[4-[[(1S)-2-hydroxy-1-phenyl-ethyl]amino]-5-(5-methyl-1,3,4-thiadiazol-2-yl)pyrimidin-2-yl]amino]-2-methyl-benzamide OC[C@H](C1=CC=CC=C1)NC1=NC(=NC=C1C=1SC(=NN1)C)NC1=CC(=C(C(=O)N)C=C1)C